Acrylamidobutyric acid C(C=C)(=O)NC(C(=O)O)CC